methyl-(triethylsilyl)dimethylketene CC(C(=C=O)C)[Si](CC)(CC)CC